CN1C[C@@H]2[C@H](C1)CCN2C2=C(C=NC=1NC3=C(C=C(C=C3C12)F)NC)C=1C=C2C(C(=CN(C2=NC1)C)C(=O)O)=O 6-[4-[(3aS,6aS)-5-methyl-2,3,3a,4,6,6a-hexahydropyrrolo[2,3-c]pyrrol-1-yl]-6-fluoro-8-(methylamino)-9H-pyrido[2,3-b]indol-3-yl]-1-methyl-4-oxo-1,8-naphthyridine-3-carboxylic acid